C(C)(=O)N1CC(C1)N1N=CC(=C1)C(C)(O)C1=CC(=C2[C@](N(C(C2=C1)=O)CC1=NC=C(C=C1)Cl)(OC)C1=CC=C(C=C1)Cl)F (3R)-6-{1-[1-(1-acetylazetidin-3-yl)-1H-pyrazol-4-yl]-1-hydroxyethyl}-3-(4-chlorophenyl)-2-[(5-chloropyridin-2-yl)methyl]-4-fluoro-3-methoxy-2,3-dihydro-1H-isoindol-1-one